FC(C=1C=CC(=NC1)CO)(F)F 5-trifluoromethylpyridine-2-methanol